FC1=C(C=CC=C1)C1C(C1)C(=O)O 2-(2-fluorophenyl)cyclopropanecarboxylic acid